(1R,2S,4R)-1,7,7-trimethylbicyclo[2.2.1]heptan-2-yl (E)-3-(2-bromo-4-hydroxy-5-methoxy phenyl)acrylate BrC1=C(C=C(C(=C1)O)OC)/C=C/C(=O)O[C@@H]1[C@@]2(CC[C@H](C1)C2(C)C)C